C(#C)C1=CSC2=C1C(=NC=C2)N(C(C2=C(C=C(C=C2)C=2N=NN(C2)C)F)=O)[C@H]2CNCCC2 (R)-N-(3-ethynylthieno[3,2-c]pyridin-4-yl)-2-fluoro-4-(1-methyl-1H-1,2,3-triazol-4-yl)-N-(piperidin-3-yl)benzamide